(S)-2-(3-(5-(3-(1-(3-(1-methyl-4-(5-(pyridin-4-yl)-4H-1,2,4-triazol-3-yl)piperidin-4-ylamino)benzamido)ethyl)phenoxy)pentyloxy)propoxy)acetic acid CN1CCC(CC1)(C1=NN=C(N1)C1=CC=NC=C1)NC=1C=C(C(=O)N[C@@H](C)C=2C=C(OCCCCCOCCCOCC(=O)O)C=CC2)C=CC1